dodecane-8,10-dien-1-yl 2-fluoroacrylate FC(C(=O)OCCCCCCCC=CC=CC)=C